CC1=CC=C(C=C1)S(=O)(=O)OC\C=C(\[C@@H](C)NC=1C=NNC(C1C(F)(F)F)=O)/F (R,Z)-3-fluoro-4-((6-oxo-5-(trifluoromethyl)-1,6-dihydropyridazin-4-yl)amino)pent-2-en-1-yl 4-methylbenzenesulfonate